C(CC)(=O)OSC1=C(C(=NC=C1CC(CCCC)CC)OC1CCOCC1)Cl 2-ethylhexyl-((3-chloro-2-((tetrahydro-2H-pyran-4-yl) oxy) pyridin-4-yl) thio) propionate